C(CC(=O)[O-])(=O)[O-].[NH4+].[NH4+] ammonium propanedioate